3,14-dihydroxyhexadecenoic acid methyl ester COC(C=C(CCCCCCCCCCC(CC)O)O)=O